OC1=C(C=CC(=C1)CCCCCCCCCCCCCCC)C1=NC(=NC(=N1)C1=C(C=C(C=C1)CCCCCCCCCCCCCCC)O)C1=CC=C(OC(C(=O)OCCCCCC(C)C)C)C=C1 isooctyl 2-[4-[4,6-bis(2-hydroxy-4-pentadecyl-phenyl)-1,3,5-triazin-2-yl]phenoxy]propanoate